3-methyl-5,6-dihydro-8H-[1,2,4]triazolo[4,3-a]pyrazin CC1=NN=C2N1CCNC2